5'-(1,2,2-triphenylvinyl)-[1,1':3',1''-terphenyl]-4,4''-diamine C1(=CC=CC=C1)C(=C(C1=CC=CC=C1)C1=CC=CC=C1)C=1C=C(C=C(C1)C1=CC=C(C=C1)N)C1=CC=C(C=C1)N